BUTYL (2-FLUORO-4-((3-METHYL-1-((2-(TRIMETHYLSILYL)ETHOXY)METHYL)-1H-PYRROLO[2,3-B]PYRIDIN-4-YL)OXY)PHENYL)CARBAMATE FC1=C(C=CC(=C1)OC1=C2C(=NC=C1)N(C=C2C)COCC[Si](C)(C)C)NC(OCCCC)=O